NC1=CC=CC(=N1)S(=O)(=O)NC(=O)C=1C(=NC(=CC1)C1=CC=C(C=C1)OC(F)(F)F)N1C(C[C@@H](C1)C)(C)C N-[(6-Amino-2-pyridyl)sulfonyl]-6-[4-(trifluoromethoxy)phenyl]-2-[(4S)-2,2,4-trimethylpyrrolidin-1-yl]pyridin-3-carboxamid